N-Methyl-N-butylpyrrolidinium bis(trifluoromethylsulfonyl)imide [N-](S(=O)(=O)C(F)(F)F)S(=O)(=O)C(F)(F)F.C[N+]1(CCCC1)CCCC